BrC1=CC=C(C=C1)N(C(=O)N1CCSCC1)CC1=C(C=C(C=C1)C=1OC(=NN1)C(F)F)F N-(4-bromophenyl)-N-[[4-[5-(difluoromethyl)-1,3,4-oxadiazol-2-yl]-2-fluoro-phenyl]methyl]thiomorpholin-4-carboxamide